acryloyloxymethyl-trimethoxysilane C(C=C)(=O)OC[Si](OC)(OC)OC